C(C)C1=NN(C(=C1C(=O)[O-])N)C=1C=NC=CC1.NC1=CC=C(C=C1)C1=C2C=CC(C(=C3C=CC(=C(C=4C=CC(=C(C5=CC=C1N5)C5=CC=C(C=C5)N)N4)C4=CC=C(C=C4)N)N3)C3=CC=C(C=C3)N)=N2.[Mn+2].C(C)C2=NN(C(=C2C(=O)[O-])N)C=2C=NC=CC2 manganese (II) tetrakis(4-aminophenyl)porphyrin ethyl-5-amino-1-(pyridin-3-yl)-1H-pyrazole-4-carboxylate